sodium formaldehyde sodium sulfoxylate S([O-])[O-].[Na+].C=O.[Na+]